3-[(3-[18F]fluorododecyl)sulfanyl]propanoic acid [18F]C(CCSCCC(=O)O)CCCCCCCCC